OC1=NC(=NC(=N1)O)NC(=O)[C@@H]1[C@H](C1)C1=NC=CC(=N1)C |r| rac-(1S*,2S*)-N-(4,6-dihydroxy-1,3,5-triazin-2-yl)-2-(4-methylpyrimidin-2-yl)cyclopropane-1-carboxamide